3-(4-fluorophenyl)-2-imidazo[1,2-a]pyridin-6-yl-imidazole-4-carbonitrile FC1=CC=C(C=C1)N1C(=NC=C1C#N)C=1C=CC=2N(C1)C=CN2